(7-cyano-5-(1-methoxyethyl)benzo[b]thiophen-2-yl)boronic acid C(#N)C1=CC(=CC2=C1SC(=C2)B(O)O)C(C)OC